3,5-di(methoxymethyl)phenol COCC=1C=C(C=C(C1)COC)O